3,3-dibutyl-7-fluoro-8-hydroxy-5-phenyl-2,3,4,5-tetrahydro-1,5-benzothiazepine 1,1-dioxide C(CCC)C1(CS(C2=C(N(C1)C1=CC=CC=C1)C=C(C(=C2)O)F)(=O)=O)CCCC